C(C)(C)(C)OC(=O)N1C[C@@H](CC1)C(=O)C=1OC(=C(C1)C)C1=C(C=C(C=C1)C(F)(F)F)OC (R)-3-(5-(2-methoxy-4-(trifluoromethyl)phenyl)-4-methylfuran-2-carbonyl)pyrrolidine-1-carboxylic acid tert-butyl ester